4-(tert-Butyl)-2-methoxy-N-(2-(1-(trifluoromethyl)cyclopropyl)ethyl)-1H-imidazole-1-carboxamide C(C)(C)(C)C=1N=C(N(C1)C(=O)NCCC1(CC1)C(F)(F)F)OC